[Cl-].[Cl-].C(C1=CC=CC=C1)(=O)[O-].[Na+] sodium benzoate dichloride